FC(C(=O)O)(F)F.ClC=1C=C(C=NC1NCC1=C(C=CC=C1CN1CCCC1)F)S(=O)(=O)NC1=NC(=CC=C1)F 5-chloro-6-((2-fluoro-6-(pyrrolidin-1-ylmethyl)benzyl)amino)-N-(6-fluoropyridin-2-yl)pyridine-3-sulfonamide trifluoroacetic acid salt